2-((5-fluoro-2-methyl-4-(oxazol-5-yl)phenyl)amino)-9-(4-methoxybicyclo[2.1.1]hexan-1-yl)-7-methyl-7,9-dihydro-8H-purin-8-one FC=1C(=CC(=C(C1)NC1=NC=C2N(C(N(C2=N1)C12CCC(C1)(C2)OC)=O)C)C)C2=CN=CO2